OCCCCCCCCNC(=O)[C@@H]1CC[C@H](CC1)N1C(=CC2=CC=CC=C12)C(=O)N (trans-4-((8-hydroxyoctyl)carbamoyl)cyclohexyl)-1H-indole-2-carboxamide